C(C)(C)(C)OC(=O)O[C@H]1[C@H]([C@@H](N(C1)C(=O)OC(C)(C)C)CC1=CC=C(C=C1)OC)OC(NCCN(C(=O)C1CCC1)CC=1N=CNC1)=O tert-butyl (2S,3S,4R)-4-[(tert-butoxycarbonyl)oxy]-3-[({2-[1-cyclobutyl-N-(1H-imidazol-4-ylmethyl)formamido]ethyl}carbamoyl)oxy]-2-[(4-methoxy phenyl)methyl]pyrrolidine-1-carboxylate